4-(2-amino-3-(4-(4-(ethoxymethyl)-2-oxopiperidin-1-yl)phenyl)propionylamino)benzoic acid NC(C(=O)NC1=CC=C(C(=O)O)C=C1)CC1=CC=C(C=C1)N1C(CC(CC1)COCC)=O